FC1=NC=CC=C1OC1=CC(=NC=C1)C(=O)N[C@@H]1C(N(C2=C(OC1)C=CC(=C2)C#CC2COC2)C)=O (S)-4-((2-fluoropyridin-3-yl)oxy)-N-(5-methyl-7-(oxetan-3-ylethynyl)-4-oxo-2,3,4,5-tetrahydrobenzo[b][1,4]oxazepin-3-yl)pyridineamide